(+-)-6-methyl-2-(3-((2-(trifluoromethyl)phenoxy)methyl)pyrrolidin-1-yl)pyrimidine-4-carboxylic acid CC1=CC(=NC(=N1)N1C[C@@H](CC1)COC1=C(C=CC=C1)C(F)(F)F)C(=O)O |r|